N-methyl-5-(1,2,4,5-tetrazin-3-yl)benzamide CNC(C1=CC=CC(=C1)C=1N=NC=NN1)=O